8-(2,5-difluorobenzyl)-6-(3-(difluoromethyl)-1H-1,2,4-triazol-5-yl)imidazo[1,2-a]pyrazine FC1=C(CC=2C=3N(C=C(N2)C2=NC(=NN2)C(F)F)C=CN3)C=C(C=C1)F